ClC=1C=C(C(=NC1)NC)OCC=1C=C(C=CC1)NC(C1=CC(=CC=C1)C)=O N-(3-(((5-chloro-2-(methylamino)pyridin-3-yl)oxy)methyl)phenyl)-3-methylbenzamide